BrC=1C(=C2C(=NC1)NC[C@]21C[C@H](CC1)C(=O)N)Cl |r| (1RS,3SR)-5'-bromo-4'-chloro-1',2'-dihydrospiro[cyclopentane-1,3'-pyrrolo[2,3-b]pyridine]-3-carboxamide